C=C\C=C/C[C@H]1[C@@H](CCC)O1 (3Z,9Z,6S,7R)-6,7-epoxy-decadiene